3-(3-bromophenyl)toluene BrC=1C=C(C=CC1)C=1C=C(C)C=CC1